FC1=C(C=CC=C1F)[C@H]([C@H]1[C@@H]2N(C(C=3N1N=CC(C3OC)=O)=O)CCC2)C2=CC=CC=C2 (9aR,10S)-10-((R)-(2,3-Difluorophenyl)(phenyl)methyl)-4-methoxy-8,9,9a,10-tetrahydro-7H-pyrrolo[1',2':4,5]pyrazino[1,2-b]pyridazin-3,5-dion